3-chloro-N-(1-(5-(3-cyano-6-ethoxypyrazolo[1,5-a]pyridin-4-yl)pyrazin-2-yl)-4-methylpiperidin-4-yl)-6-methylpicolinamide ClC=1C(=NC(=CC1)C)C(=O)NC1(CCN(CC1)C1=NC=C(N=C1)C=1C=2N(C=C(C1)OCC)N=CC2C#N)C